(7S)-7-({[2-Methoxy-4-(3-methoxy-1H-1,2,4-triazol-1-yl)phenyl]carbonyl}amino)-2-methyl-7-phenyl-6,7,8,9-tetrahydropyrido[1,2-a]indol COC1=C(C=CC(=C1)N1N=C(N=C1)OC)C(=O)N[C@@]1(CCC=2N(C3=CC=C(C=C3C2)C)C1)C1=CC=CC=C1